BrC1=CC=C(C=N1)C(=O)N1CCOCC1 (6-bromopyridin-3-yl)(morpholinyl)methanone